[[(3aS,7aS)-3a-(3,4-dimethoxyphenyl)-1-methyl-2,3,4,5,7,7a-hexahydroindol-6-ylidene]amino]urea COC=1C=C(C=CC1OC)[C@@]12CCN([C@H]2CC(CC1)=NNC(=O)N)C